3-(bromomethyl)-2-fluoropyridine BrCC=1C(=NC=CC1)F